C(#N)C=1C=NN2C1C(=CC(=C2)C=2C=NN(C2C)C2CCN(CC2)C(=O)OC(C)(C)C)SC2=C(C(=CC=C2)C)C#N tert-butyl 4-[4-[3-cyano-4-(2-cyano-3-methyl-phenyl)sulfanylpyrazolo[1,5-a]pyridin-6-yl]-5-methyl-pyrazol-1-yl]piperidine-1-carboxylate